N1=C(C=CC=C1)C1=C(C=CC(=C1)NC(=O)C1CCC(CC1)C(=O)O)NC(=O)C1CCC(CC1)C(=O)O 4,4'-(((2-(pyridin-2-yl)-1,4-phenylene)bis(azanediyl))bis(carbonyl))bis(cyclohexane-1-carboxylic acid)